maleic anhydride methylamine salt CN.C1(\C=C/C(=O)O1)=O